2-methoxy-4-methyl-3-(2-methyl-2H-1,2,3-triazol-4-yl)aniline COC1=C(N)C=CC(=C1C1=NN(N=C1)C)C